diethyl-dithiocarbamic acid copper salt [Cu+2].C(C)N(C([S-])=S)CC.C(C)N(C([S-])=S)CC